3-isopropylnonan-1-ol C(C)(C)C(CCO)CCCCCC